N-{[(4S)-7-(3,5-Dimethylisoxazol-4-yl)-2-oxo-4-pyridin-2-yl-1,2,4,5-tetrahydroimidazo[1,5,4-de][1,4]benzoxazin-9-yl]methyl}-2-methoxyacetamide CC1=NOC(=C1C1=CC(=C2C=3N([C@H](COC31)C3=NC=CC=C3)C(N2)=O)CNC(COC)=O)C